N-{3-[3-chloro-4-[(2,4-difluorophenyl)oxy]-6-methyl-2-oxopyridin-1(2H)-yl]-4-fluorobenzyl}glycinamide hydrochloride Cl.ClC=1C(N(C(=CC1OC1=C(C=C(C=C1)F)F)C)C=1C=C(CNC(CN)=O)C=CC1F)=O